9,9-dihexyl-2,7-dimethyl-9,10-dihydroacridine C(CCCCC)C1(C2=CC(=CC=C2NC=2C=CC(=CC12)C)C)CCCCCC